6,6'-bis-(2-(naphthalen-1-yl)ethynyl)-2,2'-bis(2-hydroxyethoxy)-1,1'-binaphthyl C1(=CC=CC2=CC=CC=C12)C#CC=1C=C2C=CC(=C(C2=CC1)C1=C(C=CC2=CC(=CC=C12)C#CC1=CC=CC2=CC=CC=C12)OCCO)OCCO